C(C1=CC=CC=C1)OC1=C(C=CC=C1F)C1=CC(=CC=C1F)C[C@]1(C[C@H](CC1)NS(=O)(=O)C)C=1OC(=C(N1)CCl)C N-((1S,3R)-3-((2'-(benzyloxy)-3',6-difluoro-[1,1'-biphenyl]-3-yl)methyl)-3-(4-(chloromethyl)-5-methyloxazol-2-yl)cyclopentyl)methanesulfonamide